8-chloro-1,2,3,4,4a,5,6,7-octahydronaphtho[1,8-cd]azepine ClC1=CC=C2CNCCC3C2=C1CCC3